1-(4-(4-((tert-butyldimethylsilyl)oxy)-3,3-difluorobutyl)-2-isopropylpyridin-3-yl)-7-chloro-6-fluoropyrido[2,3-d]Pyrimidine-2,4(1H,3H)-dione [Si](C)(C)(C(C)(C)C)OCC(CCC1=C(C(=NC=C1)C(C)C)N1C(NC(C2=C1N=C(C(=C2)F)Cl)=O)=O)(F)F